octamethyl-cyclotetrasiloxane sodium [Na].C[Si]1(O[Si](O[Si](O[Si](O1)(C)C)(C)C)(C)C)C